NC1=CC=C(C=N1)N1CCCCC1 (6-aminopyridine-3-yl)piperidine